ClC=1C=C2C(CN(CC2=C(C1)Cl)C)C=1C=C(C=CC1)NCCOCCC(C(=O)N)(C(C(=O)N)O)O 2-(2-(2-(3-(6,8-dichloro-2-methyl-1,2,3,4-tetrahydroisoquinolin-4-yl)phenylamino)ethoxy)ethyl)-2,3-dihydroxysuccinamide